(R)-N-(1-(1-methyl-1H-imidazol-2-yl)ethyl)-5-(4-(trifluoromethyl)phenyl)-2-naphthamide CN1C(=NC=C1)[C@@H](C)NC(=O)C1=CC2=CC=CC(=C2C=C1)C1=CC=C(C=C1)C(F)(F)F